Dimethyl(6-((2-((5-methyl-4-(4-morpholinopiperidin-1-yl)-2-(2,2,2-trifluoroethoxy)phenyl)amino)-7H-pyrrolo[2,3-d]pyrimidin-4-yl)amino)quinoxalin-5-yl)phosphine oxide CP(C1=C2N=CC=NC2=CC=C1NC=1C2=C(N=C(N1)NC1=C(C=C(C(=C1)C)N1CCC(CC1)N1CCOCC1)OCC(F)(F)F)NC=C2)(C)=O